2-(4-(2,4-difluorophenoxy)piperidin-1-yl)-3-(1-methyl-1H-pyrazol-4-yl)-7-vinylpyrido[3,4-b]pyrazine FC1=C(OC2CCN(CC2)C=2N=C3C(=NC2C=2C=NN(C2)C)C=NC(=C3)C=C)C=CC(=C1)F